C(C)C=1C(=C(C=CC1F)[C@H]1[C@@H](O[C@](C1)(C(F)(F)F)C)C(=O)NC=1C(=NN(C1)S(=O)(=O)C)C)OC |o1:9,10,12| rel-(2r,3s,5r)-3-(3-ethyl-4-fluoro-2-methoxyphenyl)-5-methyl-N-(3-methyl-1-(methylsulfonyl)-1H-pyrazol-4-yl)-5-(trifluoromethyl)tetrahydrofuran-2-carboxamide